C(C1=CC=CC=C1)N1CCC(CC1)CCC(=O)C1=CC2=C(CCCCN2)C=C1 3-[1-benzylpiperidin-4-yl]-1-(2,3,4,5-tetrahydro-1H-1-benzazepin-8-yl)prop-an-1-one